1-(2-fluorophenyl)-3,4-diphenyl-6-(trifluoromethyl)pyridin-2(1H)-one FC1=C(C=CC=C1)N1C(C(=C(C=C1C(F)(F)F)C1=CC=CC=C1)C1=CC=CC=C1)=O